2-oxo-1,2-dihydro-pyridine O=C1NC=CC=C1